O[C@@H]1[C@@H](CCC1)N(CCCCCCCC(=O)N(CCCCCCCCCC)CCCCCCCCCC)CCCCCCCC(=O)N(CCCCCCCCCC)CCCCCCCCCC 8,8'-(((1r,2s)-2-hydroxycyclopentyl)azanediyl)bis(N,N-didecyloctanamide)